N-(6-Amino-5-methyl-3-pyridyl)-2-[(2S,5R)-5-methyl-2-[4-(2,2,2-trifluoroethylamino)phenyl]-1-piperidyl]-2-oxo-acetamide NC1=C(C=C(C=N1)NC(C(=O)N1[C@@H](CC[C@H](C1)C)C1=CC=C(C=C1)NCC(F)(F)F)=O)C